methyl-pentanediol diacrylate C(C=C)(=O)OC(CCCC)(OC(C=C)=O)C